1-isopropyl-N4-phenylbenzene-1,4-diamine C(C)(C)C1(CC=C(C=C1)NC1=CC=CC=C1)N